tert-butyl (1,3-dihydroxy-2-methylpropan-2-yl)carbamate OCC(CO)(C)NC(OC(C)(C)C)=O